N-ethyl-2,4-dihydroxy-5-isopropyl-N-(quinolin-6-yl)benzamide C(C)N(C(C1=C(C=C(C(=C1)C(C)C)O)O)=O)C=1C=C2C=CC=NC2=CC1